ClC1=CC(=NC=C1)C=1C2C3=C(C(N(C(C1[N+](=O)[O-])C2)C)=O)C(=CC=C3OC(F)F)F 5-(4-chloropyridin-2-yl)-7-(difluoromethoxy)-10-fluoro-2-methyl-4-nitro-3,6-dihydro-3,6-methanobenzo[c]azocin-1(2H)-one